CC1=CC=C(C=C1)C(CC(C#N)C=N)=O 4-(4-methylphenyl)-2-(iminomethyl)-4-oxobutanenitrile